C1(CC1)N1[C@H](CN(CC1)C1CCN(CC1)C1=C(C=C(C(=C1)OC)NC1=NC=NC(=C1)N1OCC[C@@H]1C1=C(C(=CC=C1)C(F)(F)F)F)NC(C=C)=O)C N-(2-(4-((S)-4-cyclopropyl-3-methylpiperazin-1-yl)piperidin-1-yl)-5-((6-((R)-3-(2-fluoro-3-(trifluoromethyl)phenyl)isooxazolidin-2-yl)pyrimidin-4-yl)amino)-4-methoxyphenyl)acrylamide